N[C@@H]([C@@H](O)C)CO L-allo-Threoninol